6-((2-(1H-pyrazol-4-yl)pyrimidin-4-yl)amino)-4-(isopropylamino)-N-(3-(methylamino)propyl)nicotinamide N1N=CC(=C1)C1=NC=CC(=N1)NC1=NC=C(C(=O)NCCCNC)C(=C1)NC(C)C